5-(4H-1,2,4-triazol-4-yl)pentan-1-thiol N=1N=CN(C1)CCCCCS